norbornene-2,3-dicarboxylic acid di-n-hexyl ester C(CCCCC)OC(=O)C=1C2CCC(C1C(=O)OCCCCCC)C2